FC=1C=C(C=CC1N1CCOCC1)NC[C@H](CNC(C)=O)O (R)-N-[3-[(3-fluoro-4-morpholinylphenyl)amino]-2-hydroxypropyl]acetamide